C1(=CC(=CC=C1)NC(=O)CC1=NNC=C1)C N-(m-tolyl)-1H-pyrazole-3-carboxyamide